2-hydroxycarbonyl-2-benzyloxycarbonylmethylbicyclo[2.2.1]Hept-5-ene OC(=O)C1(C2C=CC(C1)C2)CC(=O)OCC2=CC=CC=C2